methyl (3-bromo-7-hydroxy-1-(4-(hydroxymethyl)-2-methoxybenzyl)-1H-pyrazolo[4,3-d]pyrimidin-5-yl)carbamate BrC1=NN(C2=C1N=C(N=C2O)NC(OC)=O)CC2=C(C=C(C=C2)CO)OC